cyclopropyl-[5-[4-[4-(trifluoromethyl)pyrazolo[1,5-a]pyridin-2-yl]-1,4,6,7-tetrahydroimidazo[4,5-c]pyridin-5-yl]pyrazin-2-yl]methanone C1(CC1)C(=O)C1=NC=C(N=C1)N1C(C2=C(CC1)NC=N2)C2=NN1C(C(=CC=C1)C(F)(F)F)=C2